CCCCC/C=C\\C/C=C\\CC(C(C/C=C\\CCCC(=O)[O-])O)O The molecule is a polyunsaturated fatty acid anion that is the conjugate base of (5Z,11Z,14Z)-8,9-dihydroxyicosatrienoic acid, obtained by deprotonation of the carboxy group; major species at pH 7.3. It is a hydroxy fatty acid anion, an icosanoid anion, a long-chain fatty acid anion and a polyunsaturated fatty acid anion. It is a conjugate base of a (5Z,11Z,14Z)-8,9-dihydroxyicosatrienoic acid.